acrylic propynyl ester C(#CC)OC(C=C)=O